BrC=1C=C2N(N=CC=C2N2CC3CCC(C2)N3C3CC(C3)(F)F)C1 6-bromo-4-(8-(3,3-difluorocyclobutyl)-3,8-diazabicyclo[3.2.1]octan-3-yl)pyrrolo[1,2-b]pyridazine